1-(4-((4-(methoxycarbonyl)-2-(methylthio)-6-nitrophenyl)amino)but-2-en-1-yl)-7-(3-morpholinopropoxy)-1H-benzo[d]imidazole-5-carboxylate COC(=O)C1=CC(=C(C(=C1)[N+](=O)[O-])NCC=CCN1C=NC2=C1C(=CC(=C2)C(=O)[O-])OCCCN2CCOCC2)SC